(S)-3-(2-methoxyphenyl)-1-((2-methyl-1H-imidazol-1-yl)sulfonyl)piperidine 2,5-dioxopyrrolidin-1-yl-1-azido-3,6,9,12-tetraoxapentadecan-15-oate O=C1N(C(CC1)=O)C(COCCOCCOCCOCCC(=O)O)N=[N+]=[N-].COC1=C(C=CC=C1)[C@H]1CN(CCC1)S(=O)(=O)N1C(=NC=C1)C